BrC=1C(OC2=CC(=CC=C2C1)C(C)=O)(C)C 1-(3-bromo-2,2-dimethyl-2H-chromen-7-yl)ethan-1-one